C1(CC1)C1=CC(=C(C=C1)NC1=CC(=NC(=C1C(=O)NOC)C)NC1=NC(=CC=C1)F)N(S(=O)(=O)C)C 4-((4-cyclopropyl-2-(N-methyl-methanesulfonamido)-phenyl)amino)-6-((6-fluoro-pyridin-2-yl)amino)-N-meth-oxy-2-methyl-nicotinamide